(+)-(4aR,8aS)-6-[3-[3-Cyclopropyl-4-(trifluoromethyl)phenoxy]azetidine-1-carbonyl]-4,4a,5,7,8,8a-hexahydropyrido[4,3-b][1,4]oxazin-3-one C1(CC1)C=1C=C(OC2CN(C2)C(=O)N2C[C@@H]3[C@@H](OCC(N3)=O)CC2)C=CC1C(F)(F)F